C(C)(C)S(=O)(=O)N(C=O)[C@@H]1N2C(N([C@H](CC1)C2)OS(=O)(=O)[O-])=O (2S,5R)-2-(N-(isopropylsulfonyl) formamidyl)-7-oxo-1,6-diazabicyclo[3.2.1]oct-6-ylsulfate